PYRAZOLE-3-ONE N1=NC(C=C1)=O